ClC1=C2C=C(N(C2=CC=C1Cl)C)C(=O)N[C@H](CO)C1=CC=C(C=C1)[C@H](C(=O)O)C(C)C |&1:24| (±)-2-[4-[(1S)-1-[(4,5-dichloro-1-methyl-indole-2-carbonyl)amino]-2-hydroxy-ethyl]phenyl]-3-methyl-butanoic acid